C(#N)C1=CC(=C(C=C1)COC1=CC=CC(=N1)C1=CC(=C(C=C1)CC=1N(C2=C(N1)C=CC(=C2)C(=O)OC(C)(C)C)CC(C(=O)OC)OC)F)F tert-butyl 2-[[4-[6-[(4-cyano-2-fluoro-phenyl)methoxy]-2-pyridyl]-2-fluoro-phenyl]methyl]-3-(2,3-dimethoxy-3-oxo-propyl)benzimidazole-5-carboxylate